3-((2R,3S,4S)-1-(tert-butoxycarbonyl)-4-((tert-butoxycarbonyl)oxy)-2-(4-methoxybenzyl) pyrrolidin-3-yl) 1-(tert-butyl) 3-(benzyloxy)azetidine-1,3-dicarboxylate C(C1=CC=CC=C1)OC1(CN(C1)C(=O)OC(C)(C)C)C(=O)O[C@H]1[C@H](N(C[C@@H]1OC(=O)OC(C)(C)C)C(=O)OC(C)(C)C)CC1=CC=C(C=C1)OC